C(C1=CC=CC=C1)OC=1C=C2CCC=C(C2=CC1)C1=C(C(=C(C=C1)N1CCC2(CC(C2)C(OC)OC)CC1)F)OC 7-(4-(6-(benzyloxy)-3,4-dihydronaphthalen-1-yl)-2-fluoro-3-methoxyphenyl)-2-(dimethoxymethyl)-7-azaspiro[3.5]nonane